C(C)(C)OC=1N=CC=2N(C1)C(=CN2)C2=CC=CC(=N2)NC2CCN(C2)C(=O)[O-] 4-[[6-(6-isopropoxyimidazo[1,2-a]pyrazin-3-yl)-2-pyridyl]amino]pyrrolidine-1-carboxylate